NC1=C(N=C2N1C=CC=C2Br)C(=O)NCCC#N 3-amino-8-bromo-N-(2-cyanoethyl)imidazo[1,2-a]pyridine-2-carboxamide